C(C)(C)(C)OC(=O)N1CC2(CN(C2)C2=NC=C(C=C2)C=2C=3N(C=C(C2)OCC)N=C2C3C=NN2)CCC1 2-(5-(6-ethoxy-1H-pyrazolo[3',4':3,4]pyrazolo[1,5-a]pyridin-4-yl)pyridin-2-yl)-2,6-diazaspiro[3.5]nonane-6-carboxylic acid tert-butyl ester